3-(2-aminopyrimidin-5-yl)-9-(1-((6-chloro-2-(1-methyl-1H-pyrazol-4-yl)pyridin-3-yl)amino)ethyl)-7-methyl-4-(methyl-d3)imidazo[1,5-a]quinazolin-5(4H)-one NC1=NC=C(C=N1)C=1N=CN2C1N(C(C1=CC(=CC(=C21)C(C)NC=2C(=NC(=CC2)Cl)C=2C=NN(C2)C)C)=O)C([2H])([2H])[2H]